1-(3-fluorophenyl)-2-methoxy-ethanone FC=1C=C(C=CC1)C(COC)=O